1,2-propanediol 2-acrylate C(C=C)(=O)OC(CO)C